FC=1C=2N(C=C(C1)NC(=O)C=1C=CC(=C3N=CC=NC13)N1CC(N(CC1)C(=O)OC(C)(C)C)C)C=C(N2)C tert-butyl 4-[8-([8-fluoro-2-methylimidazo[1,2-a]pyridin-6-yl]carbamoyl)quinoxalin-5-yl]-2-methylpiperazine-1-carboxylate